BrC=1C(=NN(C1C=1C=NC(=CC1)F)C1=C(C=CC=C1)F)SCC(=O)OCC ethyl {[4-bromo-1-(2-fluorophenyl)-5-(6-fluoropyridin-3-yl)-1H-pyrazol-3-yl]sulfanyl}acetate